C(C)C(O)(C(O)CO)CCCCCC Ethyl-hexyl-Glycerin